1-Ethyl-1,6-dihydro-2H-pyrido[3',2':6,7]azepino[4,3,2-cd]isoindol-2-one C(C)N1C(C=2C=CC=C3C2C1=CC1=C(N3)N=CC=C1)=O